perfluoro vinyl phosphonate P(OF)(OC=C)=O